pyridinylbromide N1=C(C=CC=C1)Br